cobalt zinc tungsten [W].[Zn].[Co]